NC[C@@]1([C@@H]2CCN(C[C@H]12)C1=CN=C2C(=N1)NN=C2C2=C1CCC(NC1=CC=C2)=O)C2=C(C=CC=C2)F 5-(6-((1S,6R,7R)-7-(aminomethyl)-7-(2-fluorophenyl)-3-azabicyclo[4.1.0]heptan-3-yl)-1H-pyrazolo[3,4-b]pyrazin-3-yl)-3,4-dihydroquinolin-2(1H)-one